FC(C1=NN=C(O1)C=1C=CC(=NC1)CN1N=NC(=C1)[C@H]1N(CCC1)C(=O)OC(C)(C)C)F tert-butyl (S)-2-(1-((5-(5-(difluoromethyl)-1,3,4-oxadiazol-2-yl)pyridin-2-yl)methyl)-1H-1,2,3-triazol-4-yl)pyrrolidin-1-carboxylate